Nitrophenyl diazopyruvate [N+](=[N-])=CC(C(=O)OC1=C(C=CC=C1)[N+](=O)[O-])=O